(±)-5-((4-((R,S)-1-Aminoethyl)-3-((methylsulfinyl)methyl)phenyl)amino)-7-(cyclopropylamino)pyrazolo[1,5-a]pyrimidin N[C@H](C)C1=C(C=C(C=C1)NC1=NC=2N(C(=C1)NC1CC1)N=CC2)C[S@](=O)C |&1:24|